2-fluoro-4-(methyl-(2-(methylcarbamoyl)pyridin-4-yl)amino)benzoic acid methyl ester COC(C1=C(C=C(C=C1)N(C1=CC(=NC=C1)C(NC)=O)C)F)=O